COC(=O)C=1C(N=C(NC1CN1CC2(CC2)C[C@H]1C(=O)N1CCOCC1)C=1SC=CN1)C1=C(C=C(C=C1)F)Cl.BrCCN1C(=O)C(=O)C2=CC=CC=C12 N-(2-bromoethyl)isatin methyl-4-(2-chloro-4-fluorophenyl)-6-(((S)-6-(morpholine-4-carbonyl)-5-azaspiro[2.4]heptan-5-yl)methyl)-2-(thiazol-2-yl)-1,4-dihydropyrimidine-5-carboxylate